3-(thiophene-2-ylmethoxy)-N-(pyridin-3-yl)thiophene-2-carboxamide S1C(=CC=C1)COC1=C(SC=C1)C(=O)NC=1C=NC=CC1